ClC=1C=C(C=CC1OC(C(OC(F)(F)F)F)(F)F)NC(=O)NC(C1=C(C=CC=C1F)F)=O N-[[3-chloro-4-[1,1,2-trifluoro-2-(trifluoromethoxy)ethoxy]phenyl]carbamoyl]-2,6-difluorobenzamide